C1=CC(=C(C=2SC3=CC=CC=C3C3(C12)OCC1=C(CO3)C=CC=C1)OCCCC(=O)O)OCCCC(=O)O.C1=C(C=CC3=CC=CC=C13)C=1C3=CC=CC=C3C(=C3C=CC=CC13)C1=CC3=CC=CC=C3C=C1 (9,10-di(naphthalene-2-yl))anthracene (1,5-Dihydrospiro[benzo[e][1,3]dioxepine-3,9'-thioxanthen]-3',4'-diylbis(oxy))bis(ethane-2,1-diyl)diacetate